(2S)-2-[(tert-Butoxycarbonyl)amino]-3-[4-(hydroxy)phenyl]-N-[4-(trifluoromethyl)benzyl]propanamide C(C)(C)(C)OC(=O)N[C@H](C(=O)NCC1=CC=C(C=C1)C(F)(F)F)CC1=CC=C(C=C1)O